2-[4-(2,3-dihydro-1H-inden-2-yl)-2,6-bis(propan-2-yl)phenyl]-N-{4-[(dimethylamino)methyl]benzene-sulfonyl}acetamide C1C(CC2=CC=CC=C12)C1=CC(=C(C(=C1)C(C)C)CC(=O)NS(=O)(=O)C1=CC=C(C=C1)CN(C)C)C(C)C